CN1C=CC2=CC(=CC=C12)B(O)O 1-METHYLINDOLE-5-BORONIC ACID